3-((4-oxocyclohexyl)oxy)thiophene-2-carboxamide O=C1CCC(CC1)OC1=C(SC=C1)C(=O)N